ClC1=C(C=CC(=C1)Cl)S(=O)(=O)N1CC(C1)(CO)COC1=CC=C(C(=O)N)C=C1 4-((1-((2,4-dichlorophenyl)sulfonyl)-3-(hydroxymethyl)azetidin-3-yl)methoxy)benzamide